N1=CC=CC2=CC(=CC=C12)CC1=NN=C2N1N=C(C=C2)C2=CC=C1CCC(C1=C2)=O 6-(3-(quinolin-6-ylmethyl)-[1,2,4]triazolo[4,3-b]pyridazin-6-yl)-2,3-dihydro-1H-inden-1-one